S(=O)(=O)(O)C(CC(=O)O)C(=O)O 3-sulfosuccinic acid